2-[bis(2-hydroxyethyl)imino]-2-(hydroxymethyl)-1,3-propanediol C(CO)N(CCO)C(CO)(CO)CO